FC1=CC(=C(C=C1)N1C(C(=CC=C1)C(=O)NC=1C=NC(=CC1)OCCC(F)(F)F)=O)OCC(F)(F)F 1-[4-fluoro-2-(2,2,2-trifluoroethoxy)phenyl]-2-oxo-N-[6-(3,3,3-trifluoropropoxy)pyridin-3-yl]-1,2-dihydropyridine-3-carboxamide